CN1C(C(=CC=C1C)C(=O)O)=O 1,6-dimethyl-2-oxo-1,2-dihydropyridine-3-carboxylic acid